O[C@@H](C)C=1N(C=CN1)CC1=NOC(=C1)C1=CC=C(C=C1)C#CC=1C=CC(=NC1)CN1CC(C1)CC(=O)O (S)-2-(1-((5-((4-(3-((2-(1-hydroxyethyl)-1H-imidazole-1-yl)methyl)isoxazol-5-yl)phenyl)ethynyl)pyridin-2-yl)methyl)azetidin-3-yl)acetic acid